N[C@@H](CCONC(=N)N)C(=O)O Canavanin